(N-phenylamino)methyltriethoxysilane C1(=CC=CC=C1)NC[Si](OCC)(OCC)OCC